OC(C(=O)OCC(C)C)C isobutyl 2-hydroxypropanoate